C(C)(C)(C)OC(NC=1C=C2C(=NC1)N(N=C2I)C)=O (3-Iodo-1-methyl-1H-pyrazolo[3,4-b]pyridin-5-yl)carbamic acid tert-butyl ester